2-oxaspiro[3.3]heptane-6-sulfonyl chloride C1OCC12CC(C2)S(=O)(=O)Cl